COC1CCC(CC1)CN[C@@H]1[C@H](CCCC1)OC=1C=C2CN(C(C2=CC1)=O)C1C(NC(CC1)=O)=O 3-(5-(((1S,2S)-2-((((1S,4R)-4-methoxycyclohexyl)methyl)amino)cyclohexyl)oxy)-1-oxoisoindolin-2-yl)piperidine-2,6-dione